1-(6-(6-(Difluoromethyl)imidazo[1,2-b]pyridazin-3-yl)pyrimidin-4-yl)piperidine-3-carboxamide FC(C=1C=CC=2N(N1)C(=CN2)C2=CC(=NC=N2)N2CC(CCC2)C(=O)N)F